tert-butyl (3aR,6aS)-5-((1,3-dimethyl-1H-pyrazol-5-yl)sulfonyl)hexahydropyrrolo[3,4-c]pyrrole-2(1H)-carboxylate CN1N=C(C=C1S(=O)(=O)N1C[C@H]2[C@@H](C1)CN(C2)C(=O)OC(C)(C)C)C